rac-cis-2-benzyl 3-tert-butyl (1S,2R,5R)-3-azabicyclo[3.1.0]hexane-2,3-dicarboxylate [C@H]12[C@@H](N(C[C@@H]2C1)C(=O)OC(C)(C)C)C(=O)OCC1=CC=CC=C1 |r|